NC1=CC(=NC=C1)C(=O)N 4-amino-picolinamide